N1=C(C=CC=2CCCNC12)CCC1CN(C1)CCCC(=O)O 4-(3-(2-(5,6,7,8-tetrahydro-1,8-naphthyridin-2-yl)ethyl)azetidin-1-yl)butanoic acid